ClC1=CC(=C(C=C1)C1=NC(=NC2=C1N=C(N(C2=O)C)C)N2CC(O[C@H](C2)C=2C=NN(C2)C)(F)F)F (S)-8-(4-chloro-2-fluorophenyl)-6-(2,2-difluoro-6-(1-methyl-1H-pyrazol-4-yl)morpholino)-2,3-dimethylpyrimido[5,4-d]pyrimidin-4(3H)-one